2-(5-(Benzyloxy)-1-(4-fluoro-3-methylphenyl)-1H-indol-2-yl)-2-methylpropan-1-ol C(C1=CC=CC=C1)OC=1C=C2C=C(N(C2=CC1)C1=CC(=C(C=C1)F)C)C(CO)(C)C